5-chloro-2-pentanone ClCCCC(C)=O